BrC=1C(=CC(N(C1)C(C(=O)OCC)CC(C)C)=O)C(F)(F)F ethyl 2-(5-bromo-2-oxo-4-(trifluoromethyl)pyridin-1(2H)-yl)-4-methylpentanoate